2-(2-((2-(5-(2-ethylphenyl)-1H-benzo[d]imidazol-2-yl)ethyl)amino)ethyl)-N-((3-fluoropyridin-2-yl)methyl)oxazole-4-carboxamide C(C)C1=C(C=CC=C1)C1=CC2=C(NC(=N2)CCNCCC=2OC=C(N2)C(=O)NCC2=NC=CC=C2F)C=C1